3-(4-mercapto-1-methyl-imidazol-5-yl)propionic acid SC=1N=CN(C1CCC(=O)O)C